Cl.Cl.N1[C@H](CNCC1)CC#N 2-[(2S)-piperazin-2-yl]acetonitrile, dihydrochloride